C1(=CC=CC=C1)C1C(CCCC1)O 2-phenylcyclohexanol